((1S,3S)-3-hydroxycyclopentyl)carbamic acid tert-butyl ester C(C)(C)(C)OC(N[C@@H]1C[C@H](CC1)O)=O